(R)-4-methyl-5-(5-(6-methylpyridin-3-yl)-1-propionyl-4,5-dihydro-1H-pyrazol-3-yl)thieno[2,3-b]pyridin-6(7H)-one CC=1C2=C(NC(C1C1=NN([C@H](C1)C=1C=NC(=CC1)C)C(CC)=O)=O)SC=C2